C1=NC=CC=2C(NC=CC12)=O [2,6]Naphthyridin-5-one